BrC1=CC(=CN(C1=O)CC1=CC=C(C=C1)C)C=O 5-BROMO-1-(4-METHYLBENZYL)-6-OXO-1,6-DIHYDRO-3-PYRIDINECARBALDEHYDE